2-(3-ethylsulfonylpyridin-2-yl)-3-(2,2,2-trifluoroethyl)-6-trifluoromethyl-3H-imidazo[4,5-b]pyridine C(C)S(=O)(=O)C=1C(=NC=CC1)C1=NC=2C(=NC=C(C2)C(F)(F)F)N1CC(F)(F)F